1-(4-((4-(trifluoromethyl)pyridin-3-yl)methyl)piperazine-1-carbonyl)-1H-pyrazole-3-carboxamide FC(C1=C(C=NC=C1)CN1CCN(CC1)C(=O)N1N=C(C=C1)C(=O)N)(F)F